N-[2-(4-{[(3R)-1-methylpiperidin-3-yl]amino}phthalazin-1-yl)-5-(trifluoromethyl)phenyl]methanesulfonamide CN1C[C@@H](CCC1)NC1=NN=C(C2=CC=CC=C12)C1=C(C=C(C=C1)C(F)(F)F)NS(=O)(=O)C